3-[5-(difluoromethyl)-1,3,4-thiadiazol-2-yl]-N-[1-(fluoromethyl)cyclopropyl]-2-oxo-1-prop-2-ynyl-benzimidazole-5-sulfonamide FC(C1=NN=C(S1)N1C(N(C2=C1C=C(C=C2)S(=O)(=O)NC2(CC2)CF)CC#C)=O)F